C(C1=CC=CC=C1)C(C(=O)O)=CC1=CC=CC=C1.C(C1=CC=CC=C1)OC(C=CC1=CC=CC=C1)=O.ClC=1C=C(C(=O)NC=2C=C3C(=NC(=NC3=CC2)C2=CC=CC3=CC=CC=C23)NC=2C=C3CCCC3=CC2)C=CC1Cl 3,4-Dichloro-N-(4-((2,3-dihydro-1H-inden-5-yl)amino)-2-(naphthalen-1-yl)quinazolin-6-yl)benzamide benzyl-3-phenylprop-2-enoate (BENZYL-CINNAMATE)